4-chloropyridine-2-acetic acid tert-butyl ester C(C)(C)(C)OC(CC1=NC=CC(=C1)Cl)=O